2-hydroxy-2-methylpropyl (trans-4-((4-(1-(difluoromethyl)-1H-pyrazol-3-yl)-5-(trifluoromethyl)pyrimidin-2-yl)amino)cyclohexyl)(5-(1-methyl-1H-pyrazol-4-yl)pyrazin-2-yl)carbamate FC(N1N=C(C=C1)C1=NC(=NC=C1C(F)(F)F)N[C@@H]1CC[C@H](CC1)N(C(OCC(C)(C)O)=O)C1=NC=C(N=C1)C=1C=NN(C1)C)F